Gadolinium (III) oxide [O-2].[Gd+3].[O-2].[O-2].[Gd+3]